2-((1-hydroxy-1,3-dihydrobenzo[c][1,2]oxaborol-5-yl)amino)-4-(pentan-3-ylamino)pyrimidine-5-carbonitrile OB1OCC2=C1C=CC(=C2)NC2=NC=C(C(=N2)NC(CC)CC)C#N